Germinine [GeH]1=CC=CC=C1